2-FLUORO-3-METHYL-BENZENEPROPANAL FC1=C(C=CC=C1C)CCC=O